CN(C1CC12CN(CC2)C2=C(C=NC=1NC3=C(C=C(C(=C3C12)F)F)NC)C=1C=C2C(C(=CN(C2=NC1)C)C(=O)O)=O)C 6-(4-(cis-1-(dimethylamino)-5-azaspiro[2.4]hept-5-yl)-5,6-difluoro-8-(methylamino)-9H-pyrido[2,3-b]indol-3-yl)-1-methyl-4-oxo-1,4-dihydro-1,8-naphthyridine-3-carboxylic acid